triethoxy(perfluorooctyl)silane C(C)O[Si](C(C(C(C(C(C(C(C(F)(F)F)(F)F)(F)F)(F)F)(F)F)(F)F)(F)F)(F)F)(OCC)OCC